7-bromo-5-(4,4-dimethylpiperidin-1-yl)-9-methyl-[1,2,4]triazolo[4,3-c]quinazoline BrC1=CC(=CC=2C=3N(C(=NC12)N1CCC(CC1)(C)C)C=NN3)C